C(C)(C)(C)OC(=O)N1C=C(C2=NC(=CC=C21)C2CC(CC2)O)C(C)C 5-(3-hydroxycyclopentyl)-3-isopropyl-1H-pyrrolo[3,2-b]pyridine-1-carboxylic acid tert-butyl ester